S(=O)(=O)(OC1=CC(=CC(=C1)F)F)[O-].[K+] Potassium 3,5-difluorophenyl sulfate